4-(7-(difluoromethoxy)imidazo[1,2-a]pyridin-3-yl)-7-((7-(methylamino)-2',3',5',6,6',7-hexahydrospiro[cyclopenta[b]pyridine-5,4'-pyran]-2-yl)amino)isoindol-1-one FC(OC1=CC=2N(C=C1)C(=CN2)C2=C1C=NC(C1=C(C=C2)NC2=CC=C1C(=N2)C(CC12CCOCC2)NC)=O)F